C(C)(C)S(=O)(=O)[O-] i-propanesulfonate